CC(CCCC=O)CC 5-methyl-1-oxoheptan